tert-butyl 9-(3-((trimethylsilyl) ethynyl) phenyl)-3,9-diazaspiro[5.5]undecane-3-carboxylate C[Si](C)(C)C#CC=1C=C(C=CC1)N1CCC2(CCN(CC2)C(=O)OC(C)(C)C)CC1